(S)-2-(1-(6-(5-((3-(cyclopropylmethyl)-2-oxoimidazolidin-1-yl)methyl)-1-methyl-1H-1,2,3-triazol-4-yl)-2-methylpyridin-3-yl)-5,5-difluoropiperidin-3-yl)acetic acid C1(CC1)CN1C(N(CC1)CC1=C(N=NN1C)C1=CC=C(C(=N1)C)N1C[C@H](CC(C1)(F)F)CC(=O)O)=O